Cl.NCCOCC1=CC2=C(C(=NO2)NS(=O)(=O)C2=C(C=CC(=C2)CC)OC)C(=C1)OC N-(6-((2-aminoethoxy)methyl)-4-methoxybenzo[d]isoxazol-3-yl)-5-ethyl-2-methoxybenzenesulfonamide hydrochloride